(S)-5-cyclopropyl-5-((R)-2-(5-(trifluoromethyl)isoindoline-2-carbonyl)butyl)imidazolidine-2,4-dione C1(CC1)[C@]1(C(NC(N1)=O)=O)C[C@@H](CC)C(=O)N1CC2=CC=C(C=C2C1)C(F)(F)F